androst-5-ene-3β,7β,17β-triol C[C@@]12[C@H](CC[C@H]1[C@@H]1[C@H](C=C3C[C@H](CC[C@]3(C)[C@H]1CC2)O)O)O